ClC1=CC=C(C=C1)N1N=C(N=C1)C(=O)NC1=CC=C(C=C1)N(C)C 1-(4-chlorophenyl)-N-(4-(dimethylamino)phenyl)-1H-1,2,4-triazole-3-carboxamide